C1(=CC=CC=C1)P(C1=C(C=CC=C1)OC1=C(C=CC=C1)P(C1=CC=CC=C1)C1=CC=CC=C1)C1=CC=CC=C1 bis-(2-diphenylphosphino phenyl) ether